3-(5-(5-chloro-1-methyl-4-(pyrrolidin-1-ylmethyl)-1H-pyrrolo[2,3-b]pyridin-6-yl)-1-oxoisoindolin-2-yl)piperidine-2,6-dione ClC=1C(=C2C(=NC1C=1C=C3CN(C(C3=CC1)=O)C1C(NC(CC1)=O)=O)N(C=C2)C)CN2CCCC2